ethyl-1H-1,2,4-triazol C(C)N1N=CN=C1